FC=1C=C2C(=CC(=NC2=CC1)C(F)(F)F)N[C@@H]1C[C@@H](CCC1)NC(=O)C1=CC=NN1CC(C)C N-[(1R,3S)-3-{[6-fluoro-2-(trifluoromethyl)quinolin-4-yl]amino}cyclohexyl]-1-(2-methylpropyl)-1H-pyrazole-5-carboxamide